tert-butyl (2S,4R)-2-(2-(3-chloro-2-fluorobenzoyl)hydrazine-1-carbonyl)-4-fluoropyrrolidine-1-carboxylate ClC=1C(=C(C(=O)NNC(=O)[C@H]2N(C[C@@H](C2)F)C(=O)OC(C)(C)C)C=CC1)F